isocyanatomethylamine N(=C=O)CN